4-benzyloxy-6-chloro-3-[(E)-2-ethoxyvinyl]-2-methyl-pyridine C(C1=CC=CC=C1)OC1=C(C(=NC(=C1)Cl)C)\C=C\OCC